C(C)(=O)N1C(CCC1CC)=O N-acetyl-gamma-caprolactam